C(C)(C)C1=C(NC2=CC=C(C=C12)C1CC2C(CN(C2)C2CCOCC2)C1)C=1C(=C(C=2N(C1)C=NN2)C)C 6-(3-Isopropyl-5-(2-(tetrahydro-2H-pyran-4-yl)octahydrocyclopenta[c]pyrrol-5-yl)-1H-indol-2-yl)-7,8-dimethyl-[1,2,4]triazolo[4,3-a]pyridin